N-phenylaminocarbonyl-methionine-methyl ester COC([C@@H](NC(=O)NC1=CC=CC=C1)CCSC)=O